C(C)(=O)OC(COC)C 1-methoxyprop-2-yl acetate